FC1S(=O)(=O)C(C(C1(CF)F)F)(F)F 2,3,4,5,5-pentafluoro-3-(fluoromethyl)sulfolane